N1=CC(=CC=C1)CCCCC=1SC=CN1 (Z)-2-(4-(pyridin-3-yl)butyl)thiazole